N1(C=NC2=C1C=CC=C2)C2=CC=C(C=C2)NC(=O)NC=2N(N=C(C2)C(C)(C)C)C2=CC=C(C=C2)OC 1-(4-benzimidazol-1-yl-phenyl)-3-[5-tert-butyl-2-(4-methoxy-phenyl)-2H-pyrazol-3-yl]-urea